(R)-N-(7-methyl-[1,2,4]triazolo[1,5-a]pyridin-6-yl)-4-(3-methylpiperazin-1-yl)-2,3-dihydro-1H-pyrrolo[2,3-b]pyridine-1-carboxamide hydrochloride Cl.CC1=CC=2N(C=C1NC(=O)N1CCC=3C1=NC=CC3N3C[C@H](NCC3)C)N=CN2